CC(CC=1NC2=CC=CC=C2C1)C(CCCCCCCCCCCCC)C.[Na] sodium 2,3-dimethyl-hexadecyl-indole